[Al].OC1=C(C=CC=C1)C=1OC2=C(N1)C=CC=C2.OC2=C(C=CC=C2)C=2OC1=C(N2)C=CC=C1.OC1=C(C=CC=C1)C=1OC2=C(N1)C=CC=C2 tris(2-(2-hydroxyphenyl)benzoxazole) aluminum